C(C)C(C=O)=CC(CC=C)CC 2,4-diethyl-2,6-heptadienal